N-{2-[5-(dibenzyloxyphosphoryl)-1H-indol-3-yl]ethyl}-2-oxo-3-piperidinecarboxamide C(C1=CC=CC=C1)OP(=O)(OCC1=CC=CC=C1)C=1C=C2C(=CNC2=CC1)CCNC(=O)C1C(NCCC1)=O